C(CCCC)OC1=CC=C(S1)B(O)O 5-PENTYLOXYTHIOPHENE-2-BORONIC ACID